2-chloro-6-(5-chloro-2-fluorophenyl)-4-[(pyridin-4-yl)amino]pyridin-3-ol ClC1=NC(=CC(=C1O)NC1=CC=NC=C1)C1=C(C=CC(=C1)Cl)F